O1C=CC2=C1C=CC=N2 furo-pyridine